ClC1=C(C=O)C=CC=C1 L-2-chlorobenzaldehyde